IC1=CC(=NC=C1OC(F)(F)F)N(CC1=CC=C(C=C1)OC)CC1=CC=C(C=C1)OC 4-iodo-N,N-bis[(4-methoxyphenyl)methyl]-5-(trifluoromethoxy)pyridin-2-amine